N-ethylpyrrolidone C(C)N1C(CCC1)=O